ammonium hypophosphite oxygen [O].[PH2](=O)[O-].[NH4+]